3-(azidomethylene)heptane N(=[N+]=[N-])C=C(CC)CCCC